N1CCC12CCCN(C2)C2=C1C(=NC=C2)NC=C1 4-(1,8-diazaspiro[3.5]nonan-8-yl)-1H-pyrrolo[2,3-b]pyridin